COC1=C(C=CC(=C1)N1CCN(CC1)C)NC1=NC=CC(=C1C)NC=1C=CC=C2CCN(C12)C(C)=O 1-(7-((2-((2-Methoxy-4-(4-methylpiperazin-1-yl)phenyl)amino)-3-methylpyridin-4-yl)amino)indolin-1-yl)ethan-1-one